CN1[C@@H](CCC1)CC(=O)O (S)-2-(1-methylpyrrolidin-2-yl)acetic acid